(2S,3R,4S,5S,6R)-2-(4-chloro-3-(4-ethoxybenzyl)phenyl)-6-(hydroxymethyl)tetrahydro-2H-pyran-2,3,4,5-tetraol ClC1=C(C=C(C=C1)[C@@]1(O[C@@H]([C@H]([C@@H]([C@H]1O)O)O)CO)O)CC1=CC=C(C=C1)OCC